C1(=CC=CC=C1)N1C(OC=N1)=O 3-phenyl-1,3,4-oxadiazol-2(3H)-one